2,5-dioxocyclopentyl 2-(((tert-butoxycarbonyl)amino)oxy)acetate C(C)(C)(C)OC(=O)NOCC(=O)OC1C(CCC1=O)=O